F.F.CCO.CCO.CCO tris(2-ethanol)-dihydrofluoride